C(C1=CC=CC=C1)OC(=O)N1C[C@@H](CC1)COC=1C=C(C=CC1)[C@@H]1N(C[C@H](CC1)C)C(=O)OC(C)(C)C (2R,5S)-tert-butyl 2-(3-(((R)-1-((Benzyloxy)Carbonyl)Pyrrolidin-3-yl)Methoxy)phenyl)-5-methylpiperidine-1-carboxylate